C1(=CCCC1)C1=C(C2=C(C=3C(=NN(C3C=C2)C2OCCCC2)F)CCC1)C1=CC=C(C=C1)N1CCC(CC1)C(OC)OC 7-(cyclopent-1-en-1-yl)-6-(4-(4-(dimethoxymethyl)piperidin-1-yl)phenyl)-1-fluoro-3-(tetrahydro-2H-pyran-2-yl)-3,8,9,10-tetrahydrocyclohepta[e]indazole